NC1=NN2C(N=CC=C2)=C1C(=O)N[C@@H](C)C=1N(C(C2=C(C=CC(=C2C1)F)C#CC=1C=NN(C1)C([2H])([2H])[2H])=O)C1=CC=CC=C1 (S)-2-amino-N-(1-(5-fluoro-8-((1-(methyl-d3)-1H-pyrazol-4-yl)ethynyl)-1-oxo-2-phenyl-1,2-dihydroisoquinolin-3-yl)ethyl)pyrazolo[1,5-a]pyrimidine-3-Carboxamide